3-(benzo[d]thiazol-6-yl)-1,5,6,7,8,9-hexahydro-2H-cyclohepta[4,5]thieno[2,3-d]pyrimidine-2,4(3H)-dione S1C=NC2=C1C=C(C=C2)N2C(NC1=C(C2=O)C2=C(S1)CCCCC2)=O